CC1=C(OC=2C=C3C4(CNC3=CC2)CCCC4)C(=CC(=C1)[N+](=O)[O-])C 5'-(2,6-dimethyl-4-nitrophenoxy)spiro[cyclopentane-1,3'-indoline]